(S)-4'-(tetrahydrofuran-3-yloxy)-4-formylbiphenyl O1C[C@H](CC1)OC1=CC=C(C=C1)C1=CC=C(C=C1)C=O